C(C)(C)(C)N1N=C(C=C1NC1=CC(=C(C(=N1)C[C@@]1(C[C@H](N(CC1)CC1=C(C(=CC=C1)Cl)F)C)C(=O)OC(C)(C)C)F)C=O)C tert-butyl (2R,4R)-4-((6-((1-(tert-butyl)-3-methyl-1H-pyrazol-5-yl) amino)-3-fluoro-4-formylpyridin-2-yl) methyl)-1-(3-chloro-2-fluorobenzyl)-2-methylpiperidine-4-carboxylate